β-D-ribopyranose O[C@H]1[C@H](O)[C@H](O)[C@H](O)CO1